FC1=C(C(=O)N2C[C@@H](CC2)N(C(=O)C2CC2)C)C=C(C=C1)C=O (R)-N-(1-(2-fluoro-5-formylbenzoyl)pyrrolidin-3-yl)-N-methylcyclopropanecarboxamide